C(#N)C=1C=C(C=CC1)C=1N=C(SC1C1=CC(=NC(=C1)C)OC)NC(=O)N1CCS(CC1)(=O)=N N-[4-(3-cyanophenyl)-5-(2-methoxy-6-methyl-4-pyridyl)thiazol-2-yl]-1-imino-1-oxo-1,4-thiazinane-4-carboxamide